[3-(difluoromethoxy)-4-fluorophenyl]methanamine hydrochloride Cl.FC(OC=1C=C(C=CC1F)CN)F